COC1=CC=C(C=C1)CN(S(=O)(=O)C1=CC(=C(C=C1)[N+](=O)[O-])N1N=CC(=C1)C)C N-[(4-methoxyphenyl)methyl]-N-methyl-3-(4-methylpyrazol-1-yl)-4-nitro-benzenesulfonamide